FC1=CC(=C(C=C1)C(C)(C)O)C1=CC2=C(NC(=N2)C)C=C1 2-(4-fluoro-2-(2-methyl-1H-benzimidazol-5-yl)phenyl)propane-2-ol